(2,2'-dimethyl-[1,1'-biphenyl]-3,3'-diyl)bis(5-((S)-pyrrolidin-2-yl)-1,3,4-thiadiazole-2-carboxamide) CC1=C(C=CC=C1NC(=O)C=1SC(=NN1)[C@H]1NCCC1)C1=C(C(=CC=C1)NC(=O)C=1SC(=NN1)[C@H]1NCCC1)C